C(C)(C)(C)OC(=O)NC(CCCOC1=NC=CC(=C1)N(C(OC(C)(C)C)=O)C1=CC(=NN1C(C)(C)C)[C@@H]1C[C@@H](CC1)O[Si](C)(C)C(C)(C)C)(C)C tert-butyl (2-((4-((tert-butoxycarbonyl)amino)-4-methylpentyl)oxy)pyridin-4-yl)(1-(tert-butyl)-3-((1S,3R)-3-((tert-butyldimethylsilyl)oxy)cyclopentyl)-1H-pyrazol-5-yl)carbamate